C(C)(=O)OCCOCCOCC 2-(2-ethoxyethoxyl)ethyl acetate